(7R,14R)-11-(2-(3-aminopentan-3-yl)pyrimidin-5-yl)-1-ethynyl-6-(methyl-d3)-6,7-dihydro-7,14-methanobenzo[f]benzo[4,5]imidazo[1,2-a][1,4]diazocin-5(14H)-one NC(CC)(CC)C1=NC=C(C=N1)C1=CC2=C(N=C3N2[C@H]2C4=C(C(N([C@@H]3C2)C([2H])([2H])[2H])=O)C=CC=C4C#C)C=C1